O=C1C(=C(C=NN1)N1CC2=CC=C(C=C2C1)OC1CCN(CC1)CC(=O)NCCCCCCNC(OC(C)(C)C)=O)C(F)(F)F tert-Butyl N-(6-[2-[4-([2-[6-oxo-5-(trifluoromethyl)-1,6-dihydropyridazin-4-yl]-2,3-dihydro-1H-isoindol-5-yl]oxy)piperidin-1-yl]acetamido]hexyl)carbamate